bis(diphenylphosphino)(2'-amino-1,1'-biphenyl-2-yl)palladium C1(=CC=CC=C1)P(C1=CC=CC=C1)[Pd](C1=C(C=CC=C1)C1=C(C=CC=C1)N)P(C1=CC=CC=C1)C1=CC=CC=C1